N1C2=C(C=3C=NC=CC31)C2 methanopyrrolo[3,2-c]pyridine